COC(=O)C1=NC2=CC=CC(=C2C=C1OC)OCC1NC(CC1)=O 3-methoxy-5-[(5-oxopyrrolidin-2-yl)methoxy]Quinoline-2-carboxylic acid methyl ester